FC1=C2C=C(C=NC2=C(C=C1F)OC1=CC=C(C=C1)C(F)(F)F)C(=O)N[C@@H](CO)C (R)-5,6-difluoro-N-(1-hydroxypropan-2-yl)-8-(4-(trifluoromethyl)phenoxy)quinoline-3-carboxamide